OC1C(OCC(C1O)O)C(=O)O 3,4,5-trihydroxytetrahydropyran-2-carboxylic acid